Cl.COC1=C2C(=NC=C1)NC=C2CCN(C)C 2-(4-methoxy-1H-pyrrolo[2,3-b]pyridin-3-yl)-N,N-dimethylethan-1-amine hydrochloride